OC1=NC=CC=C1C1=C2N(C(=NC1)NC)C=CC(=C2)C(F)(F)F 4-(2-hydroxypyridin-3-yl)-1-(methylamino)-6-(trifluoromethyl)-3H-pyrido[1,2-c]pyrimidine